nitrogen phosphate, ammonium salt [NH4+].P(=O)([O-])([O-])[O-].[N+2]